(4-((4-(morpholinomethyl)benzyl)oxy)-1-oxoisoindolin-2-yl)piperidine-2,6-dione O1CCN(CC1)CC1=CC=C(COC2=C3CN(C(C3=CC=C2)=O)N2C(CCCC2=O)=O)C=C1